N-[5-(2-aminoquinolin-7-yl)-2-methylphenyl]prop-2-enamide NC1=NC2=CC(=CC=C2C=C1)C=1C=CC(=C(C1)NC(C=C)=O)C